The molecule is a 2-acyl-1-alkyl-sn-glycero-3-phosphocholine in which the alkyl and the acyl groups at positions 1 and 2 are specified as pentadecyl and acetyl respectively. It has a role as a mouse metabolite and a human metabolite. CCCCCCCCCCCCCCCOC[C@H](COP(=O)([O-])OCC[N+](C)(C)C)OC(=O)C